[Si](C)(C)(C(C)(C)C)OCC#CC=1N=NC(=CC1NCCNC(OC(C)(C)C)=O)Cl tert-butyl (2-((3-(3-((tert-butyldimethylsilyl)oxy)prop-1-yn-1-yl)-6-chloropyridazin-4-yl)amino)ethyl)carbamate